(2-methyl-5-(trifluoromethyl)-1,2,3,4-tetrahydroisoquinolin-7-yl)boronic acid CN1CC2=CC(=CC(=C2CC1)C(F)(F)F)B(O)O